4-(2-(7-methoxy-1-(trifluoromethyl)-9H-pyrido[3,4-b]indol-9-yl)ethyl)morpholine COC1=CC=C2C3=C(N(C2=C1)CCN1CCOCC1)C(=NC=C3)C(F)(F)F